6-(3-fluoro-1H-indol-6-yl)-5-methyl-1,2,4-triazin-3-amine FC1=CNC2=CC(=CC=C12)C1=C(N=C(N=N1)N)C